9-(3-bromo-5-chloro-4-methylphenyl)-3,6-dimesityl-9H-carbazole BrC=1C=C(C=C(C1C)Cl)N1C2=CC=C(C=C2C=2C=C(C=CC12)C1=C(C=C(C=C1C)C)C)C1=C(C=C(C=C1C)C)C